CN(CCC1(C(C=C(C(=C1)F)N)[N+](=O)[O-])NCC)C 1-(2-(dimethylamino)ethyl)-N1-ethyl-5-fluoro-2-nitrobenzene-1,4-diamine